C(OC[C@]12CN(C[C@H](CC1)N2C(=O)OC(C)(C)C)C(=O)OCC2=CC=CC=C2)([2H])([2H])[2H] 3-benzyl 8-tert-butyl (1R,5S)-1-{[(2H3)methyloxy]methyl}-3,8-diazabicyclo[3.2.1]octane-3,8-dicarboxylate